ethyl 4-(5-(3-((2-(4-ethoxy-4-oxobutanoyl)-6-(methoxymethoxy) benzo[b]thiophen-5-yl) oxy) propoxy)-6-methoxyisoindolin-2-yl)-4-oxobutanoate C(C)OC(CCC(=O)C1=CC2=C(S1)C=C(C(=C2)OCCCOC=2C=C1CN(CC1=CC2OC)C(CCC(=O)OCC)=O)OCOC)=O